Methyl 2-phenyl-3-(piperidin-2-yl)propanoate C1(=CC=CC=C1)C(C(=O)OC)CC1NCCCC1